17-fluoro-5-(4-methylpiperazin-1-yl)-7,11-dioxa-20,23,24-triazapentacyclo[17.5.2.12,6.013,18.022,25]heptacosa-1(24),2(27),3,5,13,15,17,19,21,25-decaene FC=1C=CC=C2COCCCOC3=C(C=CC(C4=NNC5=CN=C(C12)C=C45)=C3)N3CCN(CC3)C